C(C)(C)(C)OC(NC(C)CCCCCCC)=O Nonane-2-carbamic acid tert-butyl ester